3-(5-(((3S*,4S)-4-fluoropiperidin-3-yl)oxy)-1-oxoisoindolin-2-yl)piperidine-2,6-dione F[C@@H]1[C@H](CNCC1)OC=1C=C2CN(C(C2=CC1)=O)C1C(NC(CC1)=O)=O |o1:2|